ClC1=NNC2=CC=C(C(=C12)C1=C(C(=NC2=CC=CC=C12)N1CC2(CN(C2)C(C=C)=O)CC1)C#N)C 4-(3-chloro-5-methyl-1H-indazol-4-yl)-2-(2-(2-propenoyl)-2,6-diazaspiro[3.4]octan-6-yl)-3-quinolinecarbonitrile